O(C1=CC=CC=C1)C1=CC=C(C(=O)OC2CS(C=C2)(=O)=O)C=C1 1,1-Dioxido-2,3-dihydrothiophen-3-yl 4-phenoxybenzoate